7-Benzyloxy-2,3-dihydro-benzo[1,4]dioxine-2-carboxylic acid 4-morpholin-4-ylmethyl-benzylamide N1(CCOCC1)CC1=CC=C(CNC(=O)C2COC3=C(O2)C=C(C=C3)OCC3=CC=CC=C3)C=C1